(E)-3-(4-Phenylmethoxyphenyl)-1-(2,4,6-trihydroxyphenyl)prop-2-en-1-one C1(=CC=CC=C1)COC1=CC=C(C=C1)/C=C/C(=O)C1=C(C=C(C=C1O)O)O